N1=NC=CC2=CC(=CC=C12)C1=CNC=2N=C(N=CC21)NC2CCC(CC2)NC(C)=O N-((1s,4s)-4-((5-(cinnolin-6-yl)-7H-pyrrolo[2,3-d]pyrimidin-2-yl)amino)cyclohexyl)acetamide